ClC1=C(C=CC=C1)C=1N=C(SC1)C1=C(C(=O)N)C=CC(=C1)C(=O)N1CCS(CC1)(=O)=O (4-(2-chlorophenyl)thiazol-2-yl)-4-(1,1-dioxidothiomorpholine-4-carbonyl)benzamide